4,6-dibromo-5-[(2-chloro-5-fluorophenyl)carbonyl]-1-(2,2,2-trifluoroethyl)-2,3-dihydro-1H-benzo[d]imidazol-2-one BrC1=C(C(=CC=2N(C(NC21)=O)CC(F)(F)F)Br)C(=O)C2=C(C=CC(=C2)F)Cl